C(CC)N(CC(=O)C1=CNC2=C1C(=NC=C2)OC)CCC 2-(dipropylamino)-1-(4-methoxy-1H-pyrrolo[3,2-c]pyridin-3-yl)ethan-1-one